vanadium-chromium salt [Cr].[V]